N1=C(C=NC=C1)CCSC[C@@H]([C@@H](CSCCC1=NC=CN=C1)O)O (2R,3S)-1,4-Bis(2-pyrazin-2-ylethylsulfanyl)butan-2,3-diol